FC1(CCC2=C1N=C(N=C2C2=CC=C(C=C2)C2(COC2)N)N2[C@H](CC2)COC)F (R)-3-(4-(7,7-difluoro-2-(2-(methoxymethyl)azetidin-1-yl)-6,7-dihydro-5H-cyclopenta[d]pyrimidin-4-yl)phenyl)oxetan-3-amine